C(C)(C)(C)OC(=O)N1[C@@H](CCC1)C1=C(C=C(C=C1)F)C(=C)C.ClC=1C=C2C(N(C(=NC2=C(C1)C)C)C1=CC=C(C=C1)SCC(=O)NC1=CC=C(C=C1)Cl)=O 2-((4-(6-chloro-2,8-dimethyl-4-oxo-quinazolin-3(4H)-yl)phenyl)thio)-N-(4-chlorophenyl)acetamide tert-butyl-(2S)-2-[4-fluoro-2-(prop-1-en-2-yl)phenyl]pyrrolidine-1-carboxylate